N1N=CC2=CC(=CC=C12)NC1=NN(C=C1)C1=CC=C(OCC(=O)O)C=C1 2-(4-(3-((1H-indazol-5-yl)amino)-1H-pyrazol-1-yl)phenoxy)acetic acid